benzyl (2S,3R)-3-(benzyloxy)-2-(((4-(6-(2-ethoxy-2-oxoethoxy)-1-((2-(trimethylsilyl)ethoxy)methyl)-1H-indazol-5-yl)cyclohex-3-en-1-yl)oxy)methyl)cyclopentane-1-carboxylate C(C1=CC=CC=C1)O[C@H]1[C@@H](C(CC1)C(=O)OCC1=CC=CC=C1)COC1CC=C(CC1)C=1C=C2C=NN(C2=CC1OCC(=O)OCC)COCC[Si](C)(C)C